Cyclooctyl-aminobutan C1(CCCCCCC1)C(CCC)N